NC=1C=C(C(=NC1C#C[Si](C)(C)C)OC=1C=CC(=C(C#N)C1)F)F 5-((5-amino-3-fluoro-6-((trimethylsilyl)ethynyl)pyridin-2-yl)oxy)-2-fluorobenzonitrile